1-Tert-butyl 4-[2-[1-(2,6-dioxo-3-piperidyl)-3-methyl-2-oxo-benzimidazol-4-yl]ethyl]piperazine-1-carboxylate O=C1NC(CCC1N1C(N(C2=C1C=CC=C2CCN2CCN(CC2)C(=O)OC(C)(C)C)C)=O)=O